glycine ethyl ester hydrochloride salt Cl.C(C)OC(CN)=O